diethylmethylgermanium C(C)[Ge](C)CC